NC=1C=C(C(=NC1)N1CC(NCC1)C(C)(C)O)OC 2-(4-(5-amino-3-methoxypyridin-2-yl)piperazin-2-yl)propan-2-ol